C(C)(C)(C)OC(=O)N1C=CC2=CC(=CC=C12)B(O)O 1-(TERT-BUTOXYCARBONYL)-1H-INDOL-5-YLBORONIC ACID